C1(CC1)C(=O)NC1=CC(=C(C=N1)C(=O)NC([2H])([2H])[2H])NC1=NC=CC(=C1OC)C1=NOC(=N1)COC(C)C 6-cyclopropaneamido-4-[(3-methoxy-4-{5-[(propan-2-yloxy)methyl]-1,2,4-oxadiazol-3-yl}pyridin-2-yl)amino]-N-(2H3)methylpyridine-3-carboxamide